COC(=C(C#N)C#N)C1COCC1 2-[methoxy(tetrahydrofuran-3-yl)methylene]propanedinitrile